4-[2-[4-(4,4,5,5-tetramethyl-1,3,2-dioxaborolan-2-yl)phenoxy]ethyl]morpholine CC1(OB(OC1(C)C)C1=CC=C(OCCN2CCOCC2)C=C1)C